5-methoxypyridazine-3-carboxamide COC=1C=C(N=NC1)C(=O)N